N-((3S,4R)-4-((6-(2,6-dichloro-3,5-dimethoxyphenyl)-8-((tetrahydrofuran-3-yl)amino)pyrido[3,4-d]pyrimidin-2-yl)amino)-1-(oxetan-3-yl)pyrrolidin-3-yl)acrylamide ClC1=C(C(=C(C=C1OC)OC)Cl)C1=CC2=C(N=C(N=C2)N[C@H]2[C@H](CN(C2)C2COC2)NC(C=C)=O)C(=N1)NC1COCC1